N-((4-(3-(tert-butyl)-1,2,4-oxadiazol-5-yl)bicyclo[2.2.2]octan-1-yl)methyl)-N-(3-cyanophenyl)-4,4-difluorocyclohexane-1-carboxamide C(C)(C)(C)C1=NOC(=N1)C12CCC(CC1)(CC2)CN(C(=O)C2CCC(CC2)(F)F)C2=CC(=CC=C2)C#N